3-amino-3-(4-chlorophenyl)azetidine-1-carboxylic acid benzyl ester C(C1=CC=CC=C1)OC(=O)N1CC(C1)(C1=CC=C(C=C1)Cl)N